benzyl 3-allyl-3-((tert-butoxycarbonyl)amino)piperidine-1-carboxylate C(C=C)C1(CN(CCC1)C(=O)OCC1=CC=CC=C1)NC(=O)OC(C)(C)C